BrC1=C(C(N(C=C1)C1CN(C1)C)=O)OC1=C(C=C(C=C1C)F)C 4-bromo-3-(4-fluoro-2,6-dimethylphenoxy)-1-(1-methylazetidin-3-yl)pyridin-2(1H)-one